BrC=1C=C2C(=CNC2=CC1)C1N(CC2=CC(=CC=C12)C1=CC=CC=C1)C(=O)N (5-bromo-1H-indol-3-yl)-5-phenylisoindoline-2-carboxamide